C(C)OC=1C=C(C=CC1C=1NC(C2=C(N1)NN=N2)=O)C2=CC(=CC=C2)O[C@@H](C(=O)O)C (R)-2-((3'-ethoxy-4'-(7-oxo-6,7-dihydro-3H-[1,2,3]triazolo[4,5-d]pyrimidin-5-yl)-[1,1'-biphenyl]-3-yl)oxy)propanoic acid